OC1=C(C=CC=C1)NC(C=C)=O N-(hydroxyphenyl)acrylamide